N-(2-cyanoethyl)-N-methyl-N-(3-hexyl)-amine C(#N)CCN(C(CC)CCC)C